FC(OC1=CC(=NN1)NC1=CN=CC(=N1)O[C@H]1C[C@@H](CC1)C#N)F (1R,3R)-3-((6-((5-(difluoromethoxy)-1H-pyrazol-3-yl)amino)pyrazin-2-yl)oxy)cyclopentane-1-carbonitrile